O=C1N(C(C2=CC=CC=C12)=O)[C@@H]1C(N(C2=C(OC1)C=CC(=C2)C=NO)C)=O (S)-3-(1,3-dioxoisoindolin-2-yl)-5-methyl-4-oxo-2,3,4,5-tetrahydrobenzo[b][1,4]Oxazepine-7-Formaldehyde oxime